4-{[3-(4-Fluorophenyl)-1H-pyrazol-1-yl]sulfonyl}-1,3-dimethyl-1H-pyrazole FC1=CC=C(C=C1)C1=NN(C=C1)S(=O)(=O)C=1C(=NN(C1)C)C